3-(phenacylcarbamoyl)cyclohexylcarbamate C(C(=O)C1=CC=CC=C1)NC(=O)C1CC(CCC1)NC([O-])=O